C(C)(C)(C)OC(=O)N1CC(C1)NC1=NC(=C(C=C1)NC1=NC2=C(C=CC=C2C=N1)C1=CC(=CC=C1)NC(C=C)=O)OC 3-((5-((8-(3-Acrylamidophenyl)quinazolin-2-yl)amino)-6-methoxypyridin-2-yl)amino)azetidine-1-carboxylic acid tert-butyl ester